2-(4-(ethylsulfonyl)phenyl)-N-(4-(6-methyl-1-pentyl-1H-benzo[d]imidazol-2-yl)phenyl)acetamide C(C)S(=O)(=O)C1=CC=C(C=C1)CC(=O)NC1=CC=C(C=C1)C1=NC2=C(N1CCCCC)C=C(C=C2)C